4-(((3S,4S)-3-methyltetrahydro-2H-pyran-4-yl)amino)pyrido[3,4-d]pyridazin C[C@@H]1COCC[C@@H]1NC=1N=NC=C2C1C=NC=C2